C(C=C)N1CC=2C(CC1)=C(N(N2)C2=NC=CC=C2)O 6-allyl-2-(pyridin-2-yl)-4,5,6,7-tetrahydro-2H-pyrazolo[3,4-c]pyridin-3-ol